Ethyl 5-(6-((2-amino-2-methylpropyl)carbamoyl)pyrazin-2-yl)-6-methyl-4H-thieno[3,2-b]pyrrole-2-carboxylate NC(CNC(=O)C1=CN=CC(=N1)C1=C(C2=C(N1)C=C(S2)C(=O)OCC)C)(C)C